(2R)-2-(5-(tert-butylamino)-2-(1-(tetrahydro-2H-pyran-2-yl)-1H-pyrazol-5-yl)thieno[3,2-b]pyridin-7-ylamino)-4-methyl-1-pentanol C(C)(C)(C)NC1=CC(=C2C(=N1)C=C(S2)C2=CC=NN2C2OCCCC2)N[C@@H](CO)CC(C)C